(2R,4S)-4-Mercapto-pyrrolidine-2-acetic acid S[C@H]1C[C@H](NC1)CC(=O)O